(S)-4-(4-(2-(4-chlorophenyl)-3-(isopropylamino)propionyl)piperazin-1-yl)-5-methyl-5,8-dihydropteridin-7(6H)-one hydrochloride Cl.ClC1=CC=C(C=C1)[C@H](C(=O)N1CCN(CC1)C1=NC=NC=2NC(CN(C12)C)=O)CNC(C)C